4-Chloro-N-((R)-2-(((S)-11-oxo-2,3,10,11-tetrahydro-1H,5H-benzo[d]pyrazolo[1,2-a][1,2]diazepin-10-yl)carbamoyl)butyl)-2-(6-(trifluoromethyl)pyridin-3-yl)thiazol-5-carboxamid ClC=1N=C(SC1C(=O)NC[C@@H](CC)C(N[C@H]1C2=C(CN3N(C1=O)CCC3)C=CC=C2)=O)C=2C=NC(=CC2)C(F)(F)F